C(CC)C1(CCCCC1)C1(CC=CC=C1F)F ortho-(propyl-cyclohexyl)-2,3-difluorobenzene